BrC=1C=NN2C1N=C(N=C2NCC2=CC=C(C=C2)NC(CC)=O)N2[C@H](CCC2)CO (R)-N-(4-(((8-bromo-2-(2-(hydroxymethyl)pyrrolidin-1-yl)pyrazolo[1,5-a][1,3,5]triazin-4-yl)amino)methyl)phenyl)propanamide